C(N)(=O)C=1C=C2C=3N([C@H](CN(C3C1)C)CCCNC(OCC1=CC=CC=C1)=O)C(=N2)NC(=O)C2=CC(=NN2CC)C Benzyl (S)-(3-(8-carbamoyl-2-(1-ethyl-3-methyl-1H-pyrazole-5-carboxamido)-6-methyl-5,6-dihydro-4H-imidazo[1,5,4-de]quinoxalin-4-yl)propyl)carbamate